(1-(tert-butyldiphenylsiloxy)ethyl)thiazole O([Si](C1=CC=CC=C1)(C1=CC=CC=C1)C(C)(C)C)C(C)C=1SC=CN1